2H-thiopyran-1,1-dioxid S1(CC=CC=C1)(=O)=O